4-(7-chloroquinolin-4-yl)-N1-ethylpentane-1,4-diamine ClC1=CC=C2C(=CC=NC2=C1)C(CCCNCC)(C)N